N,N'-di-sec-butylamino-p-phenylenediamine C(C)(CC)NNC1=CC=C(C=C1)NNC(C)CC